Cl.C1C(CC12CCNCC2)NS(=O)(=O)C2=CC=C(C=C2)OC(F)(F)F N-(7-azaspiro[3.5]nonan-2-yl)-4-(trifluoromethoxy)benzenesulfonamide hydrochloride